2-(4'-Fluoro-2'-(4-methyl-4H-1,2,4-triazol-3-yl)-[1,1'-biphenyl]-3-yl)oxazolo[4,5-b]pyridine-5-carbaldehyde FC1=CC(=C(C=C1)C1=CC(=CC=C1)C=1OC=2C(=NC(=CC2)C=O)N1)C1=NN=CN1C